COC1=NC(=NC(=N1)OC)N1C[C@H](CC1)N (S)-1-(4,6-dimethoxy-1,3,5-triazin-2-yl)pyrrolidin-3-amine